C(#N)C=1C(=NC(=C(C1CC)C#N)N(C)C)SCC=1C=NN(C1)CC(=O)O 2-(4-(((3,5-dicyano-6-(dimethylamino)-4-ethylpyridin-2-yl)thio)methyl)-1H-pyrazol-1-yl)acetic acid